BrC1=C(C=C(C2=CC=CC=C12)Br)O 1,4-dibromonaphthalen-2-ol